CC1=CCC(CC1)C(C)(C)CC(=O)O.C12(C(CCC(C1(C)C)C2)(C)CC(=O)O)C21C(CCC(C2(C)C)C1)(C)C12C(CCC(C1(C)C)C2)C terpinyl-acetate (2-(4-methylcyclohex-3-en-1-yl) prop-2-yl acetate)